NC=1C=NC(=NC1)C=1C=C(C=C(C1)Cl)[C@@H]1N(C[C@@](CC1)(C)O)C(C=C)=O 1-((2R,5S)-2-(3-(5-aminopyrimidin-2-yl)-5-chlorophenyl)-5-hydroxy-5-methylpiperidin-1-yl)prop-2-en-1-one